COC1=CC=C(C=C1)C(OCCC(C#CC=CC#CC(CCO[Si](C1=CC=CC=C1)(C1=CC=CC=C1)C(C)(C)C)O)O)(C1=CC=CC=C1)C1=CC=C(C=C1)OC 1-[bis(4-methoxyphenyl)(phenyl)methoxy]-12-{[tert-butyl(diphenyl)silyl]oxy}dodec-6-ene-4,8-diyne-3,10-diol